N1N=CC(=C1)C=1C(=NC=C(C1)C=1C=C2C=CN=CC2=C(C1)[C@H]1NCCC1)N (S)-3-(1H-pyrazol-4-yl)-5-(8-(pyrrolidin-2-yl)isoquinolin-6-yl)pyridin-2-amine